3-((5-(aminomethyl)-1-(4,4,4-trifluorobutyl)-1H-benzo[d]imidazol-2-yl)methyl)-1-ethyl-1,3-dihydro-2H-imidazo[4,5-c]pyridin-2-one NCC1=CC2=C(N(C(=N2)CN2C(N(C3=C2C=NC=C3)CC)=O)CCCC(F)(F)F)C=C1